C1(=CC=CC=C1)[Sn](SC=1C=CC=C2C=CC=NC12)(SC=1C=CC=C2C=CC=NC12)C1=CC=CC=C1 Diphenyl-bis(8-quinolylsulfanyl)stannane